C(C)(=O)N1CC2=C(C=C(C=C2CC1)Cl)[C@H]1NCCOC1 (R)-3-(2-acetyl-6-chloro-1,2,3,4-tetrahydroisoquinolin-8-yl)morpholine